N,N-dimethyl-6-[2-[(3-methyl-2-pyridyl)amino]thiazol-4-yl]pyridine-3-carboxamide CN(C(=O)C=1C=NC(=CC1)C=1N=C(SC1)NC1=NC=CC=C1C)C